N1C=NC2=C1C=CC(=C2)C2=NN=C(O2)C=2C=CC(=C(C#N)C2)NCCF 5-[5-(1H-1,3-benzo-diazol-5-yl)-1,3,4-oxadiazol-2-yl]-2-[(2-fluoroethyl)amino]benzonitrile